[N+](=O)([O-])C1=C(C=CC=C1)C(CCCO)O 1-(2-Nitrophenyl)-1,4-butanediol